ClC1=C(N(C(C2=C(C=CC=C12)N1[C@@H](CCC1)C(=O)N)=O)C1=CC=CC=C1)[C@H](C)NC=1C2=C(N=CN1)NC=CC2=O (S)-1-(4-chloro-1-oxo-3-((S)-1-((5-oxo-5,8-dihydropyrido[2,3-d]pyrimidin-4-yl)amino)ethyl)-2-phenyl-1,2-dihydroisoquinolin-8-yl)pyrrolidine-2-carboxamide